BrCC1(C)CC=CC=C1 1-(bromomethyl)toluene